(4-methoxyphenylamino)benzoic acid COC1=CC=C(C=C1)NC1=C(C(=O)O)C=CC=C1